(2R)-{4-[6-Amino-5-(p-chlorophenyl)-4-pyrimidinyl]-1H-pyrazol-1-yl}[p-(trifluoromethyl)phenyl]acetamide NC1=C(C(=NC=N1)C=1C=NN(C1)[C@@H](C(=O)N)C1=CC=C(C=C1)C(F)(F)F)C1=CC=C(C=C1)Cl